3-(2-bromoethyl)-5-phenylisoxazole BrCCC1=NOC(=C1)C1=CC=CC=C1